(R)-3-methyl-4-(6-(1-(methylsulfonyl)cyclopropyl)-2-((1-((2-(trimethylsilyl)ethoxy)methyl)-1H-pyrazol-3-yl)thio)pyrimidin-4-yl)morpholine C[C@H]1N(CCOC1)C1=NC(=NC(=C1)C1(CC1)S(=O)(=O)C)SC1=NN(C=C1)COCC[Si](C)(C)C